Propyl (E)-3-(1-(3,5-bis(trifluoromethyl)benzyl)-1H-pyrrolo[2,3-b]pyridin-3-yl)-2-cyanoacrylate FC(C=1C=C(CN2C=C(C=3C2=NC=CC3)/C=C(/C(=O)OCCC)\C#N)C=C(C1)C(F)(F)F)(F)F